CN1C(=NC2=C(C1=O)N=C(N=C2C2=C(C=C(C(=C2)F)F)F)N2C[C@H](OCC2)C2=CC(=NC=C2)C)C(F)(F)F (R)-3-methyl-6-(2-(2-methylpyridin-4-yl)morpholino)-2-(trifluoromethyl)-8-(2,4,5-trifluorophenyl)pyrimido[5,4-d]pyrimidin-4(3H)-one